4-(3-benzyl-9-methyl-4H,6H-thieno[2,3-e][1,2,4]triazolo[3,4-c][1,4]oxazepin-2-yl)butan-1-ol C(C1=CC=CC=C1)C1=C(SC=2N3C(COCC21)=NN=C3C)CCCCO